N1(C=NC2=C1C=CC=C2)C=2C(=C(C(=CC2O[Si](C)(C)C(C)(C)C)OC2=C(C=C(C=C2)O[Si](C)(C)C(C)(C)C)C=2SC1=C(N2)C=CC=C1)O)C=1SC2=C(N1)C=CC=C2 (1H-benzo[d]imidazol-1-yl)-2-(benzo[d]thiazol-2-yl)-6-(2-(benzo[d]thiazol-2-yl)-4-((tert-butyldimethylsilyl)oxy)phenoxy)-4-((tert-butyldimethylsilyl)oxy)phenol